4-amino-N-(1-methyl-1H-pyrazol-4-yl)-N-(6-(trifluoromethyl)-2,3-dihydrofuro[2,3-b]pyridin-3-yl)imidazo[1,5-a]quinoxaline-8-carboxamide NC=1C=2N(C3=CC(=CC=C3N1)C(=O)N(C1COC3=NC(=CC=C31)C(F)(F)F)C=3C=NN(C3)C)C=NC2